CC(C(=O)O)(C)OC1=C(C=C(C=C1)CN1N=CN(C1=O)C1=CC=C(C=C1)OC(F)(F)F)C 2-Methyl-2-(2-methyl-4-((5-oxo-4-(4-(trifluoromethoxy)phenyl)-4,5-di-hydro-1H-1,2,4-triazol-1-yl)methyl)-phenoxy)propionic acid